OC=C1C(CC(CC1=O)C1=CC=C(C=C1)C)=O 2-(hydroxymethylene)-5-(4-methylphenyl)cyclohexane-1,3-dione